CC=1C=CC(=NC1)O[C@@H]1CC[C@H](CC1)C1=NN=C(N1C1=CC=C(C=C1)C)C trans-5-methyl-2-[4-[5-methyl-4-(4-methylphenyl)-1,2,4-triazol-3-yl]cyclohexyl]oxypyridine